CN(C1=CC(=CC=C1)C1CCNCC1)[C@@H]1C(NC(CC1)=O)=O (3S)-3-[N-methyl-3-(4-piperidyl)anilino]piperidine-2,6-dione